FC1=CC=C(C(=O)N2CCN(C3=CC=CC=C23)C[C@H]2CN(CC2)C)C=C1 (R)-4-(4-fluorobenzoyl)-N-((1-methylpyrrolidin-3-yl)methyl)-3,4-dihydroquinoxaline